4-Chloro-6-(5-methylpyrimidin-2-yl)-1-(tetrahydro-2H-pyran-4-yl)phthalazine ClC1=NN=C(C2=CC=C(C=C12)C1=NC=C(C=N1)C)C1CCOCC1